ClC=1C=CC(=C(C1)CC=O)N1N=NC(=C1)Cl 2-(5-chloro-2-(4-chloro-1H-1,2,3-triazol-1-yl)phenyl)acetaldehyde